6-(3-chlorophenyl)-N2-isopropyl-N4-(pyridin-4-yl)-1,3,5-triazine-2,4-diamine ClC=1C=C(C=CC1)C1=NC(=NC(=N1)NC(C)C)NC1=CC=NC=C1